[N-](S(=O)(=O)C(F)(F)F)S(=O)(=O)C(F)(F)F.C(=C)N1C=[N+](C=C1)C 1-vinyl-3-methylimidazolium bis(trifluoromethanesulfonyl)imide